tert-Butyl 3-nitro-4-ethyl-benzoate [N+](=O)([O-])C=1C=C(C(=O)OC(C)(C)C)C=CC1CC